FC(C1=C(C=CC=C1)N1CC(CC1)C(=O)O)(F)F 1-[2-(TRIFLUOROMETHYL)PHENYL]PYRROLIDINE-3-CARBOXYLIC ACID